ClC=1C(=C(C=CC1)NC(=O)C1=CC(=CC=2NC(=NC21)[C@@H]2OCCC2)NC(=O)C2=C(C=CC=C2Cl)Cl)C N-(3-chloro-2-methylphenyl)-6-{[(2,6-dichlorophenyl)carbonyl]amino}-2-[(2R)-tetrahydrofuran-2-yl]-1H-benzoimidazole-4-carboxamide